(R)-5-(1-(3,5-dichloropyridin-4-yl)ethoxy)-N-(1-(2-(dimethylamino)ethyl)-1H-pyrazol-4-yl)-1H-indazole-3-carboxamide ClC=1C=NC=C(C1[C@@H](C)OC=1C=C2C(=NNC2=CC1)C(=O)NC=1C=NN(C1)CCN(C)C)Cl